3-[(3-methyloxetan-3-yl)methoxy]azetidine hydrochloride Cl.CC1(COC1)COC1CNC1